(R)-4-(7-fluoro-imidazo[1,2-a]pyridin-3-yl)-7-((5-(3-hydroxytetra-hydrofuran-3-yl)pyridin-2-yl)amino)isoindolin-1-one FC1=CC=2N(C=C1)C(=CN2)C2=C1CNC(C1=C(C=C2)NC2=NC=C(C=C2)[C@]2(COCC2)O)=O